[C@H]12OC[C@H](N(C1)C1CCN(CC1)C1=C(C=C(C(=C1)OC)NC1=NC=NC(=C1)N1OCC[C@@H]1C1=C(C(=CC=C1)C)F)NC(C=C)=O)C2 N-(2-(4-((1R,4R)-2-oxa-5-azabicyclo[2.2.1]heptane-5-yl)piperidine-1-yl)-5-((6-((R)-3-(2-fluoro-3-methylphenyl)-isoxazolidine-2-yl)pyrimidine-4-yl)amino)-4-methoxyphenyl)acrylamide